ClC=1C=CC(=C(C1)C1=CC(N(C=C1OC)C(C(=O)NC1=CC(=CC=C1)P(=O)(C)C)CC1=CC=CC=C1)=O)N1N=NN=C1 2-(4-(5-Chloro-2-(1H-tetrazol-1-yl)phenyl)-5-methoxy-2-oxopyridin-1(2H)-yl)-N-(3-(dimethylphosphoryl)phenyl)-3-phenylpropionamide